2-(2,6-difluorophenyl)-7-methyl-N-(1-(1-(tetrahydro-2H-pyran-4-yl)piperidin-4-yl)-1H-pyrazol-4-yl)pyrazolo[1,5-a][1,3,5]triazin-4-amine FC1=C(C(=CC=C1)F)C1=NC=2N(C(=N1)NC=1C=NN(C1)C1CCN(CC1)C1CCOCC1)N=C(C2)C